3,3-difluoroazetidine-HCl Cl.FC1(CNC1)F